5-(2-chlorophenoxy)-3-((thiazol-2-ylmethyl)amino)-4H-benzo[e][1,2,4]thiadiazine 1,1-dioxide ClC1=C(OC2=CC=CC3=C2NC(=NS3(=O)=O)NCC=3SC=CN3)C=CC=C1